(4-(3-ethylphenoxy)phenyl)-7-methoxy-6-(3-morpholinopropoxy)quinazolin-4-amine C(C)C=1C=C(OC2=CC=C(C=C2)C2=NC3=CC(=C(C=C3C(=N2)N)OCCCN2CCOCC2)OC)C=CC1